1,8-dimethyl-carbazole CC1=CC=CC=2C3=CC=CC(=C3NC12)C